N1(CCC1)C=1N=NC(=CC1)Br 3-(azetidin-1-yl)-6-bromopyridazine